7-((4,5-dihydro-1H-imidazol-2-yl)methoxy)-5,6-dimethyl-6H-pyrido[4,3-b]carbazole N1C(=NCC1)COC1=CC=CC=2C=3C=C4C(=C(C3N(C12)C)C)C=CN=C4